FC=1C=C(C=CC1)C1=CC=C(C=C1)OC 3-Fluoro-4'-methoxy-1,1'-biphenyl